tert-butyl (E)-2-((hydroxyimino)methyl)piperidine-1-carboxylate O\N=C\C1N(CCCC1)C(=O)OC(C)(C)C